C(C)OC1=C2C(=CC(=C1)O2)OCC (2,6-diethoxy-1,4-phenylene) ether